5-methoxyquinoxaline COC1=C2N=CC=NC2=CC=C1